C(C)(C)(C)N([C@H]1CN(CC1)C=1N=NC(=CC1)C1=CC2=C(N=C(O2)C)C=C1OCOC)C (3R)-N-tert-butyl-1-{6-[5-(methoxymethoxy)-2-methyl-1,3-benzoxazol-6-yl]pyridazin-3-yl}-N-methylpyrrolidin-3-amine